C1(C#CCCCCC1)OCC(=O)O 2-(cycloocta-2-ynyloxy)acetic acid